tert-Butyl (4S)-4-(3-amino-4-methoxy-4-oxo-butyl)-2,2-dimethyl-pyrrolidine-1-carboxylate NC(CC[C@H]1CC(N(C1)C(=O)OC(C)(C)C)(C)C)C(=O)OC